FC1=CC=C2C(=CNC2=C1)C=1C=C(SC1)C(C(=O)O)C=O (4-(6-fluoro-1H-indol-3-yl)thiophen-2-yl)-3-oxopropanoic acid